methyl 2-((tert-butoxycarbonyl)amino)-3-(2-oxopyrrolidin-1-yl)propanoate C(C)(C)(C)OC(=O)NC(C(=O)OC)CN1C(CCC1)=O